8-(4-chloro-2-fluorophenyl)-2,3-dimethyl-6-[(2S,4S)-2-(2-methylpyrimidin-5-yl)oxazin-4-yl]-3H,4H-pyrimido[5,4-d][1,3]diazin-4-one ClC1=CC(=C(C=C1)C1=NC(=NC2=C1N=C(N(C2=O)C)C)C2=CN(OC=C2)C=2C=NC(=NC2)C)F